C(C)(C)(C)OC(=O)N1CCC(CC1)C(=O)O\N=C(\C=1C=NC=CC1)/N.NCCONCCC[Si](OC)(OC)OC N-(beta-aminoethoxy)-gamma-aminopropyl-trimethyloxysilane tert-butyl-4-[({(Z)-[amino(pyridin-3-yl)methylidene]amino}oxy)-carbonyl]piperidine-1-carboxylate